(R)-4-(8-fluoro-7-methylimidazo[1,2-a]pyridin-3-yl)-7-((5-(3-hydroxytetra-hydrofuran-3-yl)pyridin-2-yl)amino)isoindolin-1-one FC=1C=2N(C=CC1C)C(=CN2)C2=C1CNC(C1=C(C=C2)NC2=NC=C(C=C2)[C@]2(COCC2)O)=O